NCCOC=1C(=C(C=CC1)C(C)N1CC(C1)NC(=O)C=1N=NN(C1)C1CC1)Cl N-(1-(1-(3-(2-aminoethoxy)-2-chlorophenyl)ethyl)azetidin-3-yl)-1-cyclopropyl-1H-1,2,3-triazole-4-carboxamide